10-{[(1-methylpiperidine-4-carbonyl)oxy]methyl}eicosanoic acid CN1CCC(CC1)C(=O)OCC(CCCCCCCCC(=O)O)CCCCCCCCCC